fluoro-5-((4'-fluoro-6-hydroxy-[1,1'-biphenyl]-3-yl)but-1,3-diyn-1-yl)-5-hydroxy-[1,1'-biphenyl]-2(5H)-one FC=1C(C(=CC(C1)(O)C#CC#CC=1C=C(C(=CC1)O)C1=CC=C(C=C1)F)C1=CC=CC=C1)=O